Cl.CN[C@H](C(=O)OCC(F)(F)F)CCCC1=CC=CC=C1 2,2,2-Trifluoroethyl (S)-2-(methylamino)-5-phenylpentanoate hydrochloride